C12(CC3CC(CC(C1)C3)C2)NC(COC2=NC(=NC(=C2F)OC)S(=O)(=O)C)=O N-(adamantan-1-yl)-2-((5-fluoro-6-methoxy-2-(methylsulfonyl)pyrimidin-4-yl)oxy)acetamide